C(C)(C)(CC(C)(C)C)O tert-octanol